3-(4-methoxy-3-(trifluoromethyl)-1-((2-(trimethylsilyl)ethoxy)methyl)-1H-pyrazolo[3,4-d]pyrimidin-6-yl)-2,5-dihydro-1H-pyrrole-1-carboxylic acid tert-butyl ester C(C)(C)(C)OC(=O)N1CC(=CC1)C1=NC(=C2C(=N1)N(N=C2C(F)(F)F)COCC[Si](C)(C)C)OC